C1=CN(C(=O)NC1=O)[C@]2([C@@]([C@@]([C@H](O2)CO)(O)F)(O)F)F trifluorouridine